(1S,2R,5R)-3-(2-(2-amino-3-chloro-6-fluoroquinolin-7-yl)ethyl)-5-(4-amino-7H-pyrrolo[2,3-d]pyrimidin-7-yl)cyclopent-3-ene-1,2-diol NC1=NC2=CC(=C(C=C2C=C1Cl)F)CCC=1[C@H]([C@H]([C@@H](C1)N1C=CC2=C1N=CN=C2N)O)O